[NH4+].[BH4-].[Li] lithium borohydride, ammonium salt